5-(5-benzyl-3-(((tert-butyldimethylsilyl)oxy)methyl)-5,6-dihydropyrrolo[3,4-c]pyrazol-2(4H)-yl)-N-methylpyridine-carboxamide C(C1=CC=CC=C1)N1CC2=NN(C(=C2C1)CO[Si](C)(C)C(C)(C)C)C=1C=CC(=NC1)C(=O)NC